2-chloro-N-(3-chloro-5-fluoro-phenyl)acetamide ClCC(=O)NC1=CC(=CC(=C1)F)Cl